1-Octyl-1-ethylpiperidinium triflat [O-]S(=O)(=O)C(F)(F)F.C(CCCCCCC)[N+]1(CCCCC1)CC